O=C1NC2=CC=CC=C2C=C1CC1=CC2=C(OCC(N2)=O)N=C1 7-((2-Oxo-1,2-dihydroquinolin-3-yl)methyl)-1H-pyrido[2,3-b][1,4]oxazin-2(3H)-one